N-(benzo[d][1,3]dioxol-5-ylmethyl)-4-((7-chloroisoquinolin-1-yl)amino)pyridinecarboxamide O1COC2=C1C=CC(=C2)CNC(=O)C2=NC=CC(=C2)NC2=NC=CC1=CC=C(C=C21)Cl